(R)-2-((1-(7-chlorothiazolo[5,4-c]pyridin-2-yl)pyrrolidin-3-yl)amino)-4-methoxypyrimidine-5-carbonitrile ClC=1C2=C(C=NC1)SC(=N2)N2C[C@@H](CC2)NC2=NC=C(C(=N2)OC)C#N